C1(=CC=CC=C1)COC(CCOCCCN(C(OC(C)(C)C)=O)C)C tert-butyl N-[3-(3-phenylmethyloxybutyloxy) propyl]-N-methyl-carbamate